NC1=C(C=NN1C=1C=NC(=CC1C)OC1=C(C=CC=C1F)F)C(=O)C1=CC=2C(=CC=3CCN(CC3C2)C2CCOCC2)N1 (5-amino-1-{6-[(2,6-difluorophenyl)oxy]-4-methylpyridin-3-yl}pyrazol-4-yl)[6-(3,4,5,6-tetrahydro-2H-pyran-4-yl)-5,6,7,8-tetrahydro-1H-pyrrolo[2,3-g]isoquinolin-2-yl]methanone